C(C)(=O)C=1C=C(C=CC1)C1(CC1)C(=O)OC methyl 1-(3-acetylphenyl)cyclopropanecarboxylate